8-(4-chloro-2-fluoro-phenyl)-6-[(2S)-2-(2-methoxy-4-pyridyl)morpholin-4-yl]-2,3-dimethyl-pyrido[3,4-d]pyrimidin-4-one ClC1=CC(=C(C=C1)C1=NC(=CC2=C1N=C(N(C2=O)C)C)N2C[C@@H](OCC2)C2=CC(=NC=C2)OC)F